O1CCOC2=NC(=CC=C21)N 2,3-dihydro-[1,4]dioxino[2,3-b]pyridin-6-amine